C(C)C1(OC2=CC=C(C=C2C(C1)=O)C=1SC(=NN1)C1=CC2=C(N(N=N2)C(C)C)C=C1)CC 2,2-diethyl-6-[5-(1-isopropylbenzotriazol-5-yl)-1,3,4-thiadiazol-2-yl]chroman-4-one